FC1=C(C=C2C(N(C(N(C2=C1)C1CCN(CC1)C=O)=O)CC1=CC=C(C=C1)N1N=CC=C1)=O)OC(CF)CF 4-{7-fluoro-6-[2-fluoro-1-(fluoromethyl)ethoxy]-2,4-dioxo-3-[4-(1H-pyrazol-1-yl)benzyl]-3,4-dihydroquinazolin-1(2H)-yl}piperidine-1-carbaldehyde